CC1CCC(=NC1)C=1C=C(C=CC1)S(=O)(=O)N 3-(5-methyl-3,4,5,6-tetrahydropyridin-2-yl)Benzenesulfonamide